C(CCC)[N+]1=CC=CC=C1 1-butyl-pyridinium